CS(=O)(=O)N1CCC(CC1)C1=CNC2=NC=C(C=C21)C=2C=CC1=C(CCC(CC1)(N1[C@@H](CCC1)C)C)C2 1-Methanesulfonyl-4-(5-{7-methyl-7-[(2R)-2-methylpyrrolidin-1-yl]-6,7,8,9-tetrahydro-5H-benzo[7]annulen-2-yl}-1H-pyrrolo[2,3-b]pyridin-3-yl)piperidine